COC1=C(C=NNC2=NC(=NC(=C2)C(F)(F)F)SCC#C)C=CC=C1OC 4-(2-(2,3-dimethoxybenzylidene)hydrazino)-2-(prop-2-yn-1-ylthio)-6-(trifluoromethyl)pyrimidine